1-(3-phenylcyclobutyl)-4-((6-phenylpyridazin-3-yl)methyl)piperazine-2,3-dione C1(=CC=CC=C1)C1CC(C1)N1C(C(N(CC1)CC=1N=NC(=CC1)C1=CC=CC=C1)=O)=O